γ-trimethoxysilylpropyl dimethylthiocarbamoyl tetrasulfide CN(C(=S)SSSSCCC[Si](OC)(OC)OC)C